C(C)(=O)O[C@@H]1[C@@](O)([C@@](O)([C@@H](O1)COC(C1=CC=CC=C1)=O)C(C1=CC=CC=C1)=O)C(C1=CC=CC=C1)=O 1-O-acetyl-2,3,5-O-tribenzoyl-BETA-L-ribofuranose